tert-butyl 2,5-diazaspiro[3.5]nonane-2-carboxylate C1N(CC12NCCCC2)C(=O)OC(C)(C)C